C(C)(C)C1=CC2=C(SC(=C2)B(O)O)C=C1 5-isopropylbenzo[b]thiophen-2-ylboronic acid